6-((2-Fluoro-4-(methoxy(methyl)carbamoyl)benzyl)oxy)-3',6'-dihydro-[2,4'-bipyridine]-1'(2'H)-carboxylate FC1=C(COC2=CC=CC(=N2)C=2CCN(CC2)C(=O)[O-])C=CC(=C1)C(N(C)OC)=O